N-(2-aminoethyl)isoquinoline-5-sulfonamide NCCNS(=O)(=O)C=1C=2C=CN=CC2C=CC1